[3-[2-(dimethylamino)ethyl]-1H-indol-4-yl] acetate C(C)(=O)OC1=C2C(=CNC2=CC=C1)CCN(C)C